CC=1C(=C(N)C=CC1)C1=CCC2(OCCO2)CC1 3-methyl-2-(1,4-dioxaspiro[4.5]dec-7-en-8-yl)aniline